tert-butyl-3-(3-(7-(3-(methoxycarbonyl) phenyl) hept-1,6-diyn-1-yl) phenyl)-2,5-dihydro-1H-pyrrole-1-carboxylate C(C)(C)(C)OC(=O)N1CC(=CC1)C1=CC(=CC=C1)C#CCCCC#CC1=CC(=CC=C1)C(=O)OC